C1=CC=CC=2C3=CC=CC=C3C(C12)COC(=O)N(C(C(=O)O)CCC1=CC(=C(C=C1)C(NS(=O)(=O)C)=O)OC)C 2-((((9H-Fluoren-9-yl)methoxy)carbonyl)(methyl)amino)-4-(3-methoxy-4-((methylsulfonyl)carbamoyl)phenyl)butanoic acid